pentadec-3-en-6-yl benzoate C(C1=CC=CC=C1)(=O)OC(CC=CCC)CCCCCCCCC